(6R)-17-Amino-6-hydroxy-12-propyl-6,15-bis(trifluoromethyl)-19-oxa-3,4,12,18-tetrazatricyclo[12.3.1.12,5]nonadeca-1(18),2,4,14,16-pentaen-13-one NC1=CC(=C2C(N(CCCCC[C@@](C3=NN=C(C1=N2)O3)(C(F)(F)F)O)CCC)=O)C(F)(F)F